4-(((S)-2-hydroxy-1-phenylethyl)amino)-6-((5-methoxy-7,7-dimethyl-5,7-dihydrofuro[3,4-b]pyridin-2-yl)amino)nicotinic acid OC[C@H](C1=CC=CC=C1)NC1=CC(=NC=C1C(=O)O)NC1=CC=C2C(=N1)C(OC2OC)(C)C